ClC1=CC=C(C(=O)CN(CCCN2C3=C(CCC4=C2C=CC=C4)C=CC=C3)C)C=C1 N-(4-chlorobenzoylmethyl)-3-(10,11-dihydro-5H-dibenzo[b,f]azepin-5-yl)-N-methyl-propan-1-amine